4-[[(2R,3R,4S,5R)-3-(3,4-difluoro-2-methoxy-phenyl)-4,5-dimethyl-5-(trifluoromethyl)tetrahydrofuran-2-carbonyl]amino]-5-fluoro-pyridine-2-carboxamide FC=1C(=C(C=CC1F)[C@@H]1[C@@H](O[C@]([C@H]1C)(C(F)(F)F)C)C(=O)NC1=CC(=NC=C1F)C(=O)N)OC